C1(CCCCC1)(C1=C(N(C2=CC=C(C=C2)C)C2=CC=C(C=C2)C)C=CC=C1)C1=C(N(C2=CC=C(C=C2)C)C2=CC=C(C=C2)C)C=CC=C1 cyclohexylidenebis[N,N'-bis(4-methylphenyl)aniline]